C1(=CC=CC=C1)P(C1=C(C2=C(OC(O2)(F)F)C=C1)C1=C(C=CC=2OC(OC21)(F)F)P(C2=CC=CC=C2)C2=CC=CC=C2)C2=CC=CC=C2 (S)-5,5'-bis(diphenylphosphino)-2,2,2',2'-tetrafluoro-4,4'-bi-1,3-benzodioxole